3-octanamine CCC(CCCCC)N